5-((4'-(methylsulfinyl)-[1,1'-biphenyl]-4-yl)oxy)-1H-1,2,3-triazole-4-carboxylic acid CS(=O)C1=CC=C(C=C1)C1=CC=C(C=C1)OC1=C(N=NN1)C(=O)O